(R)-(1-(4-(3H-[1,2,3]triazolo[4,5-b]pyridin-3-yl)-2-fluoro-N-(piperidin-3-yl)benzamido)isoquinolin-7-yl)methyl methylcarbamate CNC(OCC1=CC=C2C=CN=C(C2=C1)N(C(C1=C(C=C(C=C1)N1N=NC=2C1=NC=CC2)F)=O)[C@H]2CNCCC2)=O